[Na].BrC1=CC(=C(O[C@H](C(=O)O)CF)C=C1)C(CC)(F)F (R)-2-(4-bromo-2-(1,1-difluoropropyl)phenoxy)-3-fluoropropionic acid sodium